Cl.Cl.C1(=CC=CC=C1)C#CC=1C=C(C=NC1)[C@H](C)N (1S)-1-[5-(phenylethynyl)pyridin-3-yl]ethan-1-amine dihydrochloride